O=C1C(N=C(O1)C1=CC=C(C#N)C=C1)=CC=1SC=CC1 4-(5-oxo-4-(thiophen-2-ylmethylene)-4,5-dihydrooxazol-2-yl)benzonitrile